(R)-4-(3-(1-(but-2-ynoyl)pyrrolidin-3-yl)-5-methylimidazo[1,5-a]pyrazin-1-yl)-N-(pyridin-2-yl)benzamide C(C#CC)(=O)N1C[C@@H](CC1)C1=NC(=C2N1C(=CN=C2)C)C2=CC=C(C(=O)NC1=NC=CC=C1)C=C2